anthryl-trimethyltitanium C1(=CC=CC2=CC3=CC=CC=C3C=C12)[Ti](C)(C)C